COC1=CC=2N(N=C1N1S(CCC1)(=O)=O)C=CN2 (7-methoxyimidazo[1,2-b]pyridazin-6-yl)isothiazolidine 1,1-dioxide